2-[4-[3-(2-Fluoro-4-methoxyphenyl)-3-oxoprop-1-enyl]phenoxy]acetic acid FC1=C(C=CC(=C1)OC)C(C=CC1=CC=C(OCC(=O)O)C=C1)=O